4-((2-ethyl-2H-1,2,3-triazol-4-yl)sulfonyl)-1-isobutylpiperazin C(C)N1N=CC(=N1)S(=O)(=O)N1CCN(CC1)CC(C)C